C(C)C1N(C(C(=C1)O)=O)C1CCOCC1 ethyl-4-hydroxy-5-oxo-1-(tetrahydro-2H-pyran-4-yl)-2,5-dihydro-1H-pyrrole